tert-Butyl (6-aminopyridin-2-yl)methylcarbamate NC1=CC=CC(=N1)CNC(OC(C)(C)C)=O